9-decenal C(CCCCCCCC=C)=O